ClC1=CC2=C(N(C(C(N2C)=O)=O)C2CCN(CC2)C2=NC=CC(=N2)OC)N=C1 7-Chloro-4-(1-(4-methoxypyrimidin-2-yl)piperidin-4-yl)-1-methyl-1,4-dihydropyrido[2,3-b]pyrazine-2,3-dione